C1(=CC=CC=C1)C1C(C1)N(C(OC(C)(C)C)=O)CC1CCNCC1 tert-butyl (2-phenylcyclopropyl)(piperidin-4-ylmethyl)carbamate